COC1=C(C=CC=C1C1=NOC(=N1)CN1CCOCC1)NC1=NCN(C=C1)C 4-((2-methoxy-3-(5-(morpholinomethyl)-1,2,4-oxadiazol-3-yl)phenyl)amino)-N-methylpyrimidine